3-(4-((8-(4-methylpiperazin-1-yl)octyl)thio)-1-oxoisoindolin-2-yl)piperidine-2,6-dione CN1CCN(CC1)CCCCCCCCSC1=C2CN(C(C2=CC=C1)=O)C1C(NC(CC1)=O)=O